(+)-α-methylbenzyl isocyanate CC(C1=CC=CC=C1)N=C=O